4-[5-(4-methylpyrazol-1-yl)-2-(4-pyridinyl)pyrazolo[1,5-a]pyrimidin-7-yl]morpholine CC=1C=NN(C1)C1=NC=2N(C(=C1)N1CCOCC1)N=C(C2)C2=CC=NC=C2